1-(4-(4,4,5,5-tetramethyl-1,3,2-dioxaborolan-2-yl)phenyl)piperazine CC1(OB(OC1(C)C)C1=CC=C(C=C1)N1CCNCC1)C